(R)-1-methyl-N-(5-phenyl-2,3-dihydro-1H-inden-1-yl)-1H-pyrazole-5-carboxamide CN1N=CC=C1C(=O)N[C@@H]1CCC2=CC(=CC=C12)C1=CC=CC=C1